(R)-2-MORPHOLINOPROPAN-1-OL O1CCN(CC1)[C@@H](CO)C